C(#N)C1=C(C(=C(C=C1)N1C(N(C(C1=O)(C)C)CC=1C=CC(=NC1)C(=O)NC)=S)F)SC 5-[[3-(4-cyano-2-fluoro-3-methylsulfanyl-phenyl)-5,5-dimethyl-4-oxo-2-thioxo-imidazolidin-1-yl]methyl]-N-methylpyridine-2-carboxamide